O=C1N(C(C=C1)=O)C=1C(=C(C=O)C(=CC1)C)[N+](=O)[O-] 3-(2,5-dioxo-2,5-dihydro-1H-pyrrol-1-yl)-6-methyl-2-nitrobenzaldehyde